Cl.CC1=NOC(=N1)CN (3-methyl-1,2,4-oxadiazol-5-yl)methylamine hydrochloride